P(=O)(OC)(OC1=C(C=CC=C1)Cl)OC[C@@H](COCCCCCCCCCCCCCCCCCC)OC1=NC(=CC=C1)C#N methyl (2-chlorophenyl) ((R)-2-((6-cyanopyridin-2-yl)oxy)-3-(octadecyloxy)propyl) phosphate